2-((4-(2-(4-amino-4-methylpiperidin-1-yl)pyrido[2,3-b]pyrazin-6-yl)-3-chloropyridin-2-yl)amino)ethan-1-ol NC1(CCN(CC1)C=1N=C2C(=NC1)N=C(C=C2)C2=C(C(=NC=C2)NCCO)Cl)C